tert-butyl ((1r,4r)-4-azidocyclohexyl)carbamate N(=[N+]=[N-])C1CCC(CC1)NC(OC(C)(C)C)=O